C(C)OC(=O)C=1N=CN(C1)[C@@H](C)C1CCC1 1-[(1S)-1-cyclobutylethyl]-1H-imidazole-4-carboxylic acid ethyl ester